C(C)(C)(C)P(C1=CC=C(C=C1)C)C(C)(C)C di(tert-butyl)(4-methylphenyl)phosphine